C(C)N1C=2C(NC(=NC2NCC1CNC1=CC=C(C(N[C@@H](CCC(=O)[O-])C(=O)O)=O)C=C1)N)=O 5-ethyltetrahydrofolate